C(CCC)[Sn](CCCC)(CCCC)COCCCN (3-tributylstannylmethoxy-propyl)-amine